(4S,5S)-2-phenyl-4-(methoxycarbonyl)-5-isopropyloxazoline C1(=CC=CC=C1)C=1O[C@H]([C@H](N1)C(=O)OC)C(C)C